N-[5-[4-[(4-methoxy-3-pyridyl)amino]cyclohexoxy]-7-morpholino-1,6-naphthyridin-3-yl]methanesulfonamide COC1=C(C=NC=C1)NC1CCC(CC1)OC1=C2C=C(C=NC2=CC(=N1)N1CCOCC1)NS(=O)(=O)C